C[Si](CCOCN1N=CC2=C(C1=O)C=CC=N2)(C)C 6-{[2-(trimethylsilyl)ethoxy]methyl}pyrido[2,3-d]pyridazin-5(6H)-one